C1(=CC=C(C=C1)NC1=CC=C(C=C1)C1=CC=CC=C1)C1=CC=CC=C1 bis-(4-biphenylyl)amine